2-[18F]fluoro-4-nitrobenzoate [18F]C1=C(C(=O)[O-])C=CC(=C1)[N+](=O)[O-]